Ethyl (2E)-3-(4-Amino-2-Chloro-6-Methoxypyrimidin-5-Yl)Prop-2-Enoate NC1=NC(=NC(=C1/C=C/C(=O)OCC)OC)Cl